2-(4-phenoxyphenyl)-4,5,6,7-tetrahydro[2-14C]Pyrazolo[1,5-a]Pyrimidine-3-carboxamide O(C1=CC=CC=C1)C1=CC=C(C=C1)[14C]1=NN2C(NCCC2)=C1C(=O)N